N[C@@H](CN1C(C2=CC=CC=C2C1=O)=O)CO (S)-2-(2-amino-3-hydroxypropyl)isoindoline-1,3-dione